N1C(=CC2=CC=CC=C12)C1=CC2=C(C(=CO2)C2C(NC(CC2)=O)=O)C=C1 3-(6-(1H-indol-2-yl)benzofuran-3-yl)piperidine-2,6-dione